FC1(CC=C(CC1)C1=CCCCN1C(=O)OC(C)(C)C)F tert-butyl 6-(4,4-difluorocyclohexen-1-yl)-3,4-dihydro-2H-pyridine-1-carboxylate